C(C)(C)(C)OC(=O)N1C(C=CC1)C1=CC=CC=2N(C(N(C21)C)=O)C2C(NC(CC2)=O)=O [1-(2,6-Dioxopiperidin-3-yl)-3-methyl-2-oxo-1,3-benzodiazol-4-yl]-2,5-dihydro-pyrrole-1-carboxylic acid tert-butyl ester